4-(6-(7-cyclopentyl-6-(dimethylaminoformyl)-7H-pyrrolo[2,3-d]pyrimidin-2-yl)aminopyridine-3-yl)piperazine-1-carboxylic acid tert-butyl ester C(C)(C)(C)OC(=O)N1CCN(CC1)C=1C=NC(=CC1)NC=1N=CC2=C(N1)N(C(=C2)C(=O)N(C)C)C2CCCC2